3-(4-(aminomethyl)phenyl)-6-((1-(2-chloro-4-(furan-2-yl)benzyl)-4-hydroxypiperidin-4-yl)methyl)-2-methyl-2,6-dihydro-7H-pyrazolo[4,3-d]pyrimidin-7-one dihydrochloride Cl.Cl.NCC1=CC=C(C=C1)C=1N(N=C2C1N=CN(C2=O)CC2(CCN(CC2)CC2=C(C=C(C=C2)C=2OC=CC2)Cl)O)C